tert-butyl 3-iodo-6-vinyl-indazole-1-carboxylate IC1=NN(C2=CC(=CC=C12)C=C)C(=O)OC(C)(C)C